N1CC(C1)OC=1C=C2C(=NC=NC2=CC1OC)NC1=C(C=CC(=C1)C=1SC=CC1)OC1CN(CC1)C 6-(azetidin-3-yloxy)-7-methoxy-N-(2-((1-methylpyrrolidin-3-yl)oxy)-5-(thiophen-2-yl)phenyl)quinazolin-4-amine